Bis(3-(((S)-1-amino-3-methyl-1-oxobutan-2-yl)amino)-2-benzyl-3-oxopropyl)phosphinic acid NC([C@H](C(C)C)NC(C(CP(O)(=O)CC(C(N[C@H](C(N)=O)C(C)C)=O)CC1=CC=CC=C1)CC1=CC=CC=C1)=O)=O